C(C)NC1=CC(=CC(=N1)C=1C(NC=C(C1)C(F)(F)F)=O)C1=C(C=NN1C)C1=NN=CN1C 6-(Ethylamino)-4-(1-methyl-4-(4-methyl-4H-1,2,4-triazol-3-yl)-1H-pyrazol-5-yl)-5'-(trifluoromethyl)-[2,3'-bipyridin]-2'(1'H)-one